5-cyclopropyl-3-(2,6-dichlorophenyl)isoxazole-4-carbaldehyde C1(CC1)C1=C(C(=NO1)C1=C(C=CC=C1Cl)Cl)C=O